1,3,4-trihydroxy-9,10-anthraquinone OC1=CC(=C(C=2C(C3=CC=CC=C3C(C12)=O)=O)O)O